Nα-((S)-3-(4-(allyloxy)phenyl)-2-((tert-butoxycarbonyl)amino)propanoyl)-1-(tert-butoxycarbonyl)-D-tryptophan C(C=C)OC1=CC=C(C=C1)C[C@@H](C(=O)N[C@H](CC1=CN(C2=CC=CC=C12)C(=O)OC(C)(C)C)C(=O)O)NC(=O)OC(C)(C)C